1-(9E,11E,13E,15E-octadecatetraenoyl)-2-(9Z,12Z-octadecadienoyl)-sn-glycero-3-phosphocholine CCCCC/C=C\C/C=C\CCCCCCCC(=O)O[C@H](COC(=O)CCCCCCC/C=C/C=C/C=C/C=C/CC)COP(=O)([O-])OCC[N+](C)(C)C